C(C1=CC=CC=C1)ONC(C=CC1=C(C=CC=C1)OCCCOC=1C(=NC(=NC1CC)N)N)=O N-(Benzyloxy)-3-{2-[3-(2,4-diamino-6-ethylpyrimidin-5-yloxy)propoxy]phenyl}acrylamide